C1(CC1)CN1N=CC(=C1)C1COC2=C(O1)C(=CC(=C2)CN2C=NC=1C2=NC=CC1)OC 3-((2-(1-(cyclopropylmethyl)-1H-pyrazol-4-yl)-8-methoxy-2,3-dihydrobenzo[b][1,4]dioxin-6-yl)methyl)-3H-imidazo[4,5-b]pyridine